4-(1H-1,2,4-triazol-1-yl)picolinic acid N1(N=CN=C1)C1=CC(=NC=C1)C(=O)O